ClC=1N=CC(=NC1)C(CO)(F)F 2-(5-chloropyrazin-2-yl)-2,2-difluoroethan-1-ol